O=C1NC(CCC1C=1C2=C(SC1)C=CC(=C2)C#CCNC(OC(C)(C)C)=O)=O tert-butyl (3-(3-(2,6-dioxopiperidin-3-yl)benzo[b]thiophen-5-yl)prop-2-yn-1-yl)carbamate